13-(2,4-difluoroanilino)-5-[(2R)-2,3-dihydroxypropoxy]tricyclo[9.4.0.03,8]pentadeca-1(11),3(8),4,6,12,14-hexaen-2-one FC1=C(NC2=CC=3CCC=4C=CC(=CC4C(C3C=C2)=O)OC[C@@H](CO)O)C=CC(=C1)F